tert-butyl ((S)-1-((2S,4S)-4-fluoro-2-(((S)-1-(4-(4-methylthiazol-5-yl)phenyl)ethyl)carbamoyl)pyrrolidin-1-yl)-3,3-dimethyl-1-oxobutan-2-yl)carbamate F[C@H]1C[C@H](N(C1)C([C@H](C(C)(C)C)NC(OC(C)(C)C)=O)=O)C(N[C@@H](C)C1=CC=C(C=C1)C1=C(N=CS1)C)=O